C(C)(C)(C)OC1=CC=C(NC2CN(C2)C(=O)OC(C)(C)C)C=C1 tert-butyl 3-(4-tert-butoxyanilino)azetidine-1-carboxylate